4-(8-dimethylamino-2-oxo-8-phenyl-1,3-diazaspiro[4.5]decan-3-yl)-3-fluoro-benzamide CN(C1(CCC2(CN(C(N2)=O)C2=C(C=C(C(=O)N)C=C2)F)CC1)C1=CC=CC=C1)C